(1-(methylamino)-1-oxo-3-phenylpropan-2-yl)carbamic acid tert-butyl ester C(C)(C)(C)OC(NC(C(=O)NC)CC1=CC=CC=C1)=O